C(C)(C)(C)OC(NC1(CC1)C1=CC(=CC=C1)C=1SC(=CC1)C=O)=O tert-Butyl(1-(3-(5-formylthiophen-2-yl)phenyl)cyclopropyl)carbamate